8-bromo-6-chloro-2-morpholino-quinoline-4-carbonitrile BrC=1C=C(C=C2C(=CC(=NC12)N1CCOCC1)C#N)Cl